COC1=C(OC2=CC=C(C(=O)N[C@H]3[C@@H](CNC3)NC(=O)C3=CC=NC=C3)C=C2)C=CC=C1 N-[(3R,4R)-4-[4-(2-methoxyphenoxy)benzamido]pyrrolidin-3-yl]pyridine-4-carboxamide